(R)-5-Chloro-N-(4-(piperidin-3-yl)-phenyl)-picolinamid ClC=1C=CC(=NC1)C(=O)NC1=CC=C(C=C1)[C@@H]1CNCCC1